6-methoxy-2-(trifluoromethyl)imidazo[1,2-a]pyridin COC=1C=CC=2N(C1)C=C(N2)C(F)(F)F